4-(2-acryloyl-2,6-diazaspiro[3.4]octan-6-yl)-6-(1-cyclopropyl-6-fluoro-1H-indazol-7-yl)-2-(((S)-1-methylpyrrolidin-2-yl)methoxy)pyrimidine-5-carbonitrile C(C=C)(=O)N1CC2(C1)CN(CC2)C2=NC(=NC(=C2C#N)C=2C(=CC=C1C=NN(C21)C2CC2)F)OC[C@H]2N(CCC2)C